C(C)C(COC([C@H](CC1=CC=CC=C1)NP(=O)(OC1=CC=CC=C1)OC1=CC=C(C=C1)[N+](=O)[O-])=O)CC.C(CCCCCCCCCCCC)N(CCO)CCO N-tridecyl-diethanolamine (2S)-2-ethylbutyl-2-(((4-nitrophenoxy)(phenoxy)phosphoryl)amino)-3-phenylpropanoate